CS(=O)(=O)C1(CCC1)CN (1-(methylsulfonyl)cyclobutyl)methylamine